2-(3-(3-(4-methyl-4H-1,2,4-triazol-3-yl)-1-(2,2,2-trifluoroethyl)azetidin-3-yl)phenyl)-6-(((1-methylcyclobutyl)amino)methyl)-4-(trifluoromethyl)isoindolin-1-one CN1C(=NN=C1)C1(CN(C1)CC(F)(F)F)C=1C=C(C=CC1)N1C(C2=CC(=CC(=C2C1)C(F)(F)F)CNC1(CCC1)C)=O